Cl.NC(CO)C#CC1=CC=C(C=C1)N 2-amino-4-(4-aminophenyl)but-3-yne-1-ol hydrochloride